FC(C=1C=C(C=CC1)NC1=CC=C(C(=O)[O-])C=C1)(F)F 4-((3-(trifluoromethyl)phenyl) amino)benzoate